CS(=O)(=O)N1CCC(CC1)(C(=O)OCC)C1=NC(=NC=C1)SC Ethyl 1-(methylsulfonyl)-4-(2-(methylthio)pyrimidin-4-yl)piperidine-4-carboxylate